4-iodo-2-(6-azaspiro[2.5]oct-6-yl)-N-(1,2,3,4-tetrahydro-1,4-methylenebenzo[4,5]imidazo[1,2-a]pyridin-6-yl)benzamide IC1=CC(=C(C(=O)NC2=CC=CC3=C2N=C2N3C3CCC2C3)C=C1)N1CCC3(CC3)CC1